C(C)(C)(C)C1=CC=C(CN2N=C(N(C2=O)CC)CCCC=2C=C(C=CC2)C2=CC(=C(C=C2)OCC)C(=O)O)C=C1 3'-(3-(1-(4-(tert-butyl)benzyl)-4-ethyl-5-oxo-4,5-dihydro-1H-1,2,4-triazol-3-yl)propyl)-4-ethoxy-[1,1'-biphenyl]-3-carboxylic acid